(E)-1-acetyl-3-benzylideneindol-2-one C(C)(=O)N1C(/C(/C2=CC=CC=C12)=C/C1=CC=CC=C1)=O